CC1([C@H](C(OC1)=O)OC(=O)C=1C(=C2C(=NC1)SC(=N2)C)[C@H](C)OC)C (R)-4,4-dimethyl-2-oxotetrahydrofuran-3-yl-7-((S)-1-methoxyethyl)-2-methylthiazolo[5,4-b]pyridine-6-carboxylate